C(#N)CCN(C(C)CC(C)C)C(C)CC(C)C N-(2-cyanoethyl)-N,N-di(4-methylpent-2-yl)-amine